N-[(1R,3S)-3-[[6-chloro-2-(trifluoromethyl)-4-quinolyl]amino]cyclohexyl]-3-cyano-1H-pyrazole-4-carboxamide ClC=1C=C2C(=CC(=NC2=CC1)C(F)(F)F)N[C@@H]1C[C@@H](CCC1)NC(=O)C=1C(=NNC1)C#N